N-[3-(difluoromethoxy)-4-formylphenyl]-1-phenylcyclopropane-1-carboxamide FC(OC=1C=C(C=CC1C=O)NC(=O)C1(CC1)C1=CC=CC=C1)F